N,N-bis-(carboxylatomethyl)-L-glutamic acid C(=O)([O-])CN([C@@H](CCC(=O)O)C(=O)O)CC(=O)[O-]